C1(=CC=CC=C1)/C=C/C(=O)NC(C(Cl)(Cl)Cl)NC(=S)NC=1C=CC=C2C=CC=NC12 (2E)-3-phenyl-N-[2,2,2-trichloro-1-[[(8-quinolinylamino)thioxomethyl]amino]ethyl]-2-propenamide